Cl.N[C@@H](C)C1=NC(=NN1C=1SC(=CN1)C(=O)N(C)C)C 2-{5-[(1S)-1-aminoethyl]-3-methyl-1H-1,2,4-triazol-1-yl}-N,N-dimethyl-1,3-thiazole-5-carboxamide hydrochloride